L-rhamnulose OCC(=O)[C@@H](O)[C@H](O)[C@@H](O)C